C12NCC(C1N1CC(N(C=3C=NC=4C(=C(C(=CC4C31)CCC#N)C3=CC(=CC1=CC=CC=C31)O)F)C3=CC=CC=C3)=O)C2 3-(1-((endo)-2-azabicyclo[2.1.1]hexan-5-yl)-7-fluoro-8-(3-hydroxynaphthalen-1-yl)-3-oxo-4-phenyl-1,2,3,4-tetrahydropyrazino[2,3-c]quinolin-9-yl)propanenitrile